2-(oxolan-3-ylmethyl)-N-(3-sulfamoylphenyl)indazole-3-carboxamide O1CC(CC1)CN1N=C2C=CC=CC2=C1C(=O)NC1=CC(=CC=C1)S(N)(=O)=O